dititanium phosphate P(=O)([O-])([O-])[O-].[Ti+4].[Ti+4]